COC=1C(C(=C(C(C1OC)O)CCCCCCCCCC[P+](C1=CC=CC=C1)(C1=CC=CC=C1)C1=CC=CC=C1)C)O 10-(4,5-dimethoxy-2-methyl-3,6-dihydroxy-1,4-cyclohexadienyl)decyl-triphenyl-phosphonium